C(#N)C1=CC=C(CC2=CC=C(CN3N=CC(=C3)C(=O)OCC)C=C2)C=C1 ethyl 1-(4-(4-cyanobenzyl) benzyl)-1H-pyrazole-4-carboxylate